BrC1=C(O)C=CC(=C1)C(C)(C)C1=CC=C(C=C1)O bromobisphenol-A